ClC1=CC=C2C(=NC(N(C2=C1)C1=CC=CC=C1)=O)N(C)C 7-Chloro-4-(dimethylamino)-1-phenylquinazolin-2(1H)-one